C(C)C1=NN(C2=C1C(NCC1(CCOCC1)C2)=O)C[C@H](COC(C2=CC=C(C=C2)C(N(C)C)=O)=O)C 4-(dimethylcarbamoyl)benzoic acid [(2R)-3-(3-ethyl-4-oxo-spiro[6,8-dihydro-5H-pyrazolo[4,3-c]azepin-7,4'-tetrahydropyran]-1-yl)-2-methyl-propyl] ester